1-(5-methoxy-1-phenyl-1H-benzo[g]indazol-3-yl)ethan-1-ol COC=1C=C2C(=NN(C2=C2C1C=CC=C2)C2=CC=CC=C2)C(C)O